2-butyl-[1,3]oxazolo[4,5-c]quinolin-4-amine C(CCC)C=1OC2=C(C(=NC=3C=CC=CC23)N)N1